ClC1=NC(=C(C=O)C=C1)NC1=CC=C(C=C1)Cl 6-chloro-2-((4-chlorophenyl)amino)nicotinaldehyde